1,2,4-tris(3-iodopropyl)benzene ICCCC1=C(C=C(C=C1)CCCI)CCCI